Tert-butyl 3-(4-(((S)-3-hydroxy-1-(((S)-3-hydroxy-1-methoxy-1-oxopropan-2-yl)amino)-1-oxopropan-2-yl)carbamoyl)thiazol-2-yl)benzoate OC[C@@H](C(=O)N[C@H](C(=O)OC)CO)NC(=O)C=1N=C(SC1)C=1C=C(C(=O)OC(C)(C)C)C=CC1